2-(2-hydroxy-4-oxahexadecyloxy)-4,6-bis(2,4-dimethylphenyl)-1,3,5-triazine OC(COC1=NC(=NC(=N1)C1=C(C=C(C=C1)C)C)C1=C(C=C(C=C1)C)C)COCCCCCCCCCCCC